C1=2N3C=CC=C3C(NC2C=NC=C1)=O 2,8,11-triazatricyclo[7.4.0.02,6]trideca-1(9),3,5,10,12-pentaen-7-one